C(C)(C)(C)N1N=C(C=C1NC1=NC(=C(N=C1)C#N)Cl)[C@@H]1C[C@@H](CC1)N(C([O-])=O)C1(CC1)C (1R,3S)-3-(1-(tert-butyl)-5-((6-chloro-5-cyanopyrazin-2-yl)amino)-1H-pyrazol-3-yl)cyclopentyl(1-methylcyclopropyl)carbamate